C(#N)C=1C=C(C(=[N+](C1)[O-])C)C=1C=CC(=NC1F)NC(=O)[C@H](C(C1CC1)C1CC1)NC(=O)C=1N(N=CC1)C(C)C N-[(1S)-1-[[5-(5-cyano-2-methyl-1-oxido-pyridin-1-ium-3-yl)-6-fluoro-2-pyridyl]carbamoyl]-2,2-dicyclopropyl-ethyl]-2-isopropyl-pyrazole-3-carboxamide